2-fluoro-6-nitrophenyl prop-2-en-1-yl Ether C(C=C)OC1=C(C=CC=C1[N+](=O)[O-])F